FC1=CC=C(C=C1)NC(=O)C1(CC1)C(=O)NC1=CC=C(C=C1)OC1=CC=NC2=CC(=CC=C12)S(N)(=O)=O 1-N'-(4-fluorophenyl)-1-N-[4-(7-sulfamoylquinolin-4-yl)oxyphenyl]Cyclopropane-1,1-dicarboxamide